(3S)-N-[3-[2-(3-hydroxyazetidin-1-yl)-6-(morpholin-4-yl)pyrimidin-4-yl]-4-methylphenyl]-3-(2,2,2-trifluoroethyl)pyrrolidine-1-carboxamide OC1CN(C1)C1=NC(=CC(=N1)C=1C=C(C=CC1C)NC(=O)N1C[C@@H](CC1)CC(F)(F)F)N1CCOCC1